3-chloro-4,6-diacetylphenyl allyl ether C(C=C)OC1=CC(=C(C=C1C(C)=O)C(C)=O)Cl